3-hydroxy-2-methyl-2-({2-methyl-5-[(oxan-4-yl)methoxy]-1-benzothiophen-3-yl}formamido)propanamide OCC(C(=O)N)(NC(=O)C1=C(SC2=C1C=C(C=C2)OCC2CCOCC2)C)C